(5S)-8-Chloro-1-[trans-4-(pyridin-2-yloxy)cyclohexyl]-5-(pyrrolidin-1-yl)-5,6-dihydro-4H-[1,2,4]triazolo[4,3-a][1]benzazepin ClC=1C=CC2=C(C[C@@H](CC=3N2C(=NN3)[C@@H]3CC[C@H](CC3)OC3=NC=CC=C3)N3CCCC3)C1